CN(C1=CC=C(C=C1)C=CC(=O)C1=C(C=CC=C1)O)C 3-[4-(dimethylamino)phenyl]-1-(2-hydroxyphenyl)prop-2-en-1-one